F[C@]12CN(C[C@H](CC1)N2C(=O)OC(C)(C)C)C(C2=CC=CC=C2)(C2=CC=CC=C2)C2=CC=CC=C2 tert-butyl (1S,5S)-1-fluoro-3-trityl-3,8-diazabicyclo[3.2.1]octane-8-carboxylate